6-(4-(4-((2-(2,6-dioxopiperidin-3-yl)-1,3-dioxoisoindolin-4-ylamino)methyl)-3-fluorobenzyl)piperazin-1-yl)picolinamide O=C1NC(CCC1N1C(C2=CC=CC(=C2C1=O)NCC1=C(C=C(CN2CCN(CC2)C2=CC=CC(=N2)C(=O)N)C=C1)F)=O)=O